[C+4].B([O-])([O-])[O-].[Si+4] silicon borate carbon